CN(S(=O)(=O)C)C1=NC=CC=C1CNC1=NC(=NC=C1C(F)(F)F)NC1=CC=C(C=C1)C(=O)N1CCCCC1 N-methyl-N-[3-({[2-{[4-(piperidin-1-ylcarbonyl)phenyl]amino}-5-(trifluoromethyl)pyrimidin-4-yl]amino}methyl)pyridin-2-yl]methanesulfonamide